C1(=CC=CC=C1)C1=C(OC=C1)C(=O)N phenylfuran-2-carboxamide